3-aminopropyl-dimethylsilanolate NCCC[Si]([O-])(C)C